C(C)OC(=O)C1CCC(CC1)N1N=C(C(=C1)NC(=O)C=1N=C(OC1)C1=CC(=NC=C1)N(CC1CC1)C(=O)OC(C)(C)C)C(F)F Ethyl-4-[4-[[2-[2-[tert-butoxycarbonyl(cyclopropylmethyl)amino]-4-pyridyl]oxazole-4-carbonyl]amino]-3-(difluoromethyl)pyrazol-1-yl]cyclohexanecarboxylate